COC(C(C)N1C=C(C2=C1N=CN=C2N)I)=O.NC=2C1=C(N=CN2)N(C(=C1C1=CC=C(C=C1)OC1=CC=CC=C1)C#CC1CCNCC1)C(C(=O)OC)C methyl 2-(4-amino-5-(4-phenoxyphenyl)-6-(piperidin-4-ylethynyl)-7H-pyrrolo[2,3-d]pyrimidin-7-yl)propanoate methyl-2-(4-amino-5-iodo-7H-pyrrolo[2,3-d]pyrimidin-7-yl)propanoate